1,3-bis(2-picolyl)imidazole chloride [Cl-].N1=C(C=CC=C1)CN1CN(C=C1)CC1=NC=CC=C1